ClC(COCC(C(Cl)(Cl)Cl)Cl)C(Cl)(Cl)Cl bis(2,3,3,3-tetrachloropropyl) ether